[Fe+2].C(=O)=C(CP(C(C)C)C(C)C)N(CCP(C(C)C)C(C)C)Br carbonyl-hydridobromobis[2-(di-isopropylphosphino)ethyl]amine iron (II)